(3-(2-(((S)-1-(2,4-difluorophenyl)ethyl) amino)-2-oxoethyl)-6-fluoro-2,4-dioxo-3,4-dihydroquinazolin-1(2H)-yl)methyl L-valinate N[C@@H](C(C)C)C(=O)OCN1C(N(C(C2=CC(=CC=C12)F)=O)CC(=O)N[C@@H](C)C1=C(C=C(C=C1)F)F)=O